3a-hydroxy-1-phenyl-1H,2H,3H,3aH,4H-pyrrolo[2,3-b]1,7-naphthyridin-4-one OC12C(=NC3=CN=CC=C3C1=O)N(CC2)C2=CC=CC=C2